4-(3-(azidocarbonyl)-5-fluoro-1H-pyrrolo[2,3-b]pyridin-1-yl)piperidine-1-carboxylic acid tert-butyl ester C(C)(C)(C)OC(=O)N1CCC(CC1)N1C=C(C=2C1=NC=C(C2)F)C(=O)N=[N+]=[N-]